(R,E)-2-cyano-N-(1-(3,4-dimethoxyphenyl)ethyl)-3-(5-(3-(N,N-dimethylsulfamoyl)phenyl)-1H-pyrrolo[2,3-b]pyridin-3-yl)acrylamide C(#N)/C(/C(=O)N[C@H](C)C1=CC(=C(C=C1)OC)OC)=C\C1=CNC2=NC=C(C=C21)C2=CC(=CC=C2)S(N(C)C)(=O)=O